1,3-diphenyl-4-o-chlorobenzyl-5-pyrazolone N(4)-methyl-thiosemicarbazone CNC(NN=C1C(C(=NN1C1=CC=CC=C1)C1=CC=CC=C1)CC1=C(C=CC=C1)Cl)=S